(R)-2-ethyl-3-(3-hydroxypropoxy)-7-isopropyl-11-oxo-6,7-dihydro-11H-benzo[f]pyrido[1,2-d][1,4]oxazepine-10-carboxylic acid C(C)C=1C(=CC2=C(C=3N([C@@H](CO2)C(C)C)C=C(C(C3)=O)C(=O)O)C1)OCCCO